2-(4-[[3-(2,6-dichlorophenyl)-5-(propan-2-yl)-1,2-oxazol-4-yl]methyl]-3,3-dimethylpiperazin-1-yl)-4-methoxy-1,3-benzothiazole-6-carboxylic acid methyl ester COC(=O)C1=CC2=C(N=C(S2)N2CC(N(CC2)CC=2C(=NOC2C(C)C)C2=C(C=CC=C2Cl)Cl)(C)C)C(=C1)OC